lead zinc Water O.[Zn].[Pb]